C(C=CC=CC)(=O)[O-].[K+] Potassium 2,4-hexadienoate